(1-Pivaloylpiperidin-4-yl)methyl methanesulfonate CS(=O)(=O)OCC1CCN(CC1)C(C(C)(C)C)=O